2-methyl-5-(trifluoromethyl)thiophen-3-amine hydrochloride Cl.CC=1SC(=CC1N)C(F)(F)F